ClC1=C(OCC[C@@H](C(=O)O)C)C=CC=C1C=1N(C2=NC=NC(=C2N1)OC1(CC1)C)CC1=C(C=CC(=C1)Cl)OC (S)-4-(2-chloro-3-(9-(5-chloro-2-methoxybenzyl)-6-(1-methylcyclopropoxy)-9H-purin-8-yl)phenoxy)-2-methylbutanoic acid